Cl.CN(CCCC1OC(C2=CC=CC=C12)=O)C 3-(3-(dimethylamino)propyl)isobenzofuran-1(3H)-one hydrochloride